C(C=C)OC(=O)N[C@@H](C(C)C)C(=O)N[C@@H](C)C(=O)NC1=CC=C(C=C1)CO N-[(prop-2-en-1-yloxy)carbonyl]-L-valyl-N-[4-(hydroxymethyl)phenyl]-L-alanineamide